2-((1S,2S)-1-(2-cyanophenyl)-1-(1-(2-(piperazin-1-yl)ethyl)-1H-pyrazol-4-yl)propan-2-yl)-5-hydroxy-N-(isoxazol-4-yl)-1-methyl-6-oxo-1,6-dihydropyrimidine-4-carboxamide C(#N)C1=C(C=CC=C1)[C@H]([C@H](C)C=1N(C(C(=C(N1)C(=O)NC=1C=NOC1)O)=O)C)C=1C=NN(C1)CCN1CCNCC1